FC(C1=CC=C(C=N1)C1=CC=C2CCN(CC2=C1)CC=C)(F)F 1-(7-(6-(trifluoromethyl)pyridin-3-yl)-3,4-dihydroisoquinolin-2(1H)-yl)prop-2-en